2-(difluoromethoxy)-3-[5-(2,6-difluorophenyl)-4-methyl-1,2,4-triazol-3-yl]-5-methyl-pyridine FC(OC1=NC=C(C=C1C1=NN=C(N1C)C1=C(C=CC=C1F)F)C)F